OC1=CC(=C(C=C1C)SC1=C(C=C(C(=C1)C)O)C)C bis-(4-hydroxy-2,5-dimethylphenyl) sulfide